(Z)-N'-cyano-N-cyclohexyl-6-[(2R,4S)-4-fluoro-2-[5-fluoro-2-(methylsulfanyl)phenyl]pyrrolidin-1-yl]imidazo[1,2-b]pyridazine-3-carboximidamide C(#N)\N=C(/NC1CCCCC1)\C1=CN=C2N1N=C(C=C2)N2[C@H](C[C@@H](C2)F)C2=C(C=CC(=C2)F)SC